CC(C)(C)OC(=O)NCCSSCCN t-Boc-cystamine